NC1=NC(=NC(=N1)C1=CC=C2C=NN(C2=C1)C1OCCCC1)NCC1=C(C(=C(OCCO)C=C1)F)F 2-[4-[[[4-amino-6-(1-tetrahydropyran-2-ylindazol-6-yl)-1,3,5-triazin-2-yl]amino]methyl]-2,3-difluoro-phenoxy]ethanol